1-(6-hydroxyhexyl)-1H-pyrrole-2,5-dione OCCCCCCN1C(C=CC1=O)=O